CN(CCC[Si](OC)(C)C)C 3-dimethylaminopropyldimethylmethoxysilane